N3,N3-bis([1,1'-biphenyl]-4-yl)-N5-phenyl-[1,1'-biphenyl]-3,5-diamine C1(=CC=C(C=C1)N(C=1C=C(C=C(C1)NC1=CC=CC=C1)C1=CC=CC=C1)C1=CC=C(C=C1)C1=CC=CC=C1)C1=CC=CC=C1